trans-rac-N-(2-Chloro-5-(2,2-dichloro-3-(4-fluoro-3-(trifluoromethyl)phenyl)cyclopropane-1-carboxamido)phenyl)-3-fluoro-4-(2-methoxyacetamido)-2-methylbenzamide ClC1=C(C=C(C=C1)NC(=O)[C@@H]1C([C@H]1C1=CC(=C(C=C1)F)C(F)(F)F)(Cl)Cl)NC(C1=C(C(=C(C=C1)NC(COC)=O)F)C)=O |r|